OC(C#CC#CC1CCN(CC1)C1=CC(=C2C(=N1)C(=CS2)C(=O)NC)C(F)(F)F)(C)C 5-[4-(5-hydroxy-5-methyl-hex-1,3-diynyl)-1-piperidinyl]-N-methyl-7-(trifluoromethyl)thieno[3,2-b]pyridine-3-carboxamide